(2S)-2-[(1-tert-butoxycarbonylazetidin-3-yl)oxycarbonylamino]-9-(5,6,7,8-tetrahydro-1,8-naphthyridin-2-yl)nonanoic acid C(C)(C)(C)OC(=O)N1CC(C1)OC(=O)N[C@H](C(=O)O)CCCCCCCC1=NC=2NCCCC2C=C1